2-((6-oxo-5-(trifluoromethyl)-1,6-dihydropyridin-3-yl)methoxy)isoindoline O=C1C(=CC(=CN1)CON1CC2=CC=CC=C2C1)C(F)(F)F